4-hydroxyphenyl methacrylate t-butyl-acrylate C(C)(C)(C)OC(C=C)=O.C(C(=C)C)(=O)OC1=CC=C(C=C1)O